COC1=CC=C(C=C1)/C=C/2\\C(=O)N(C(S2(=O)=O)C3=CC=CC=C3)C4=CC=CC=C4 The molecule is a member of the class of thiazolidinones that is 1,1-dioxo-2,3-diphenyl-1,3-thiazolidin-4-one bearing an additional (4-methoxyphenyl)methylidene substituent at position 5. It is a thiazolidinone, an aromatic ether, an olefinic compound and a sulfone.